4-tert-butyl-2-(4H-1,2,4-triazol-4-yl)phenol C(C)(C)(C)C1=CC(=C(C=C1)O)N1C=NN=C1